O=C1NC(CCC1N1C(C2=CC=CC(=C2C1=O)C#CCCCCCCN1CCCCC1)=O)=O 2-(2,6-dioxopiperidin-3-yl)-4-(8-(piperidin-1-yl)oct-1-yn-1-yl)isoindoline-1,3-dione